6-[2-(3,5-dimethoxyphenyl)-4-methyl-phenyl]sulfanylpyridine-3-carboxylic acid COC=1C=C(C=C(C1)OC)C1=C(C=CC(=C1)C)SC1=CC=C(C=N1)C(=O)O